FC1=C(C=CC2=C1CCO2)B2OC(C(O2)(C)C)(C)C 2-(4-fluoro-2,3-dihydro-1-benzofuran-5-yl)-4,4,5,5-tetramethyl-1,3,2-dioxaborolane